5-((R or S)-1-hydroxyethyl)naphthalen-2-ol O[C@H](C)C1=C2C=CC(=CC2=CC=C1)O |o1:1|